N2-ethyl-N6,N6-bis(2-methoxyethyl)-4,8-bis(4-methoxypiperidin-1-yl)-N2-(2-(pyrrolidin-1-yl)ethyl)pyrimido[5,4-d]pyrimidine-2,6-diamine C(C)N(C=1N=C(C2=C(N1)C(=NC(=N2)N(CCOC)CCOC)N2CCC(CC2)OC)N2CCC(CC2)OC)CCN2CCCC2